(E)-N-(((1R,2R)-2-(((tert-Butyldimethylsilyl)oxy)methyl)-cyclopropyl)carbamoyl)-3-ethoxyacrylamide [Si](C)(C)(C(C)(C)C)OC[C@H]1[C@@H](C1)NC(=O)NC(\C=C\OCC)=O